FC(OC=1C(=NC=C(C1)C(F)(F)F)N1C(OCC12C1=C(OCCC2)C(=CC=C1)F)=O)F 3'-(3-(difluoromethoxy)-5-(trifluoro-methyl)pyridin-2-yl)-9-fluoro-3,4-dihydro-2H-spiro[benzo[b]oxepine-5,4'-oxazolidin]-2'-one